O1C(=CC=C1)C1=COC=2N=CN=C(C21)SC2=NN=C(O2)CN2C(CCC2)=O 1-((5-((5-(furan-2-yl)furo[2,3-d]pyrimidin-4-yl)thio)-1,3,4-oxadiazol-2-yl)methyl)pyrrolidin-2-one